N[C@H]1CC[C@@H]2CN(C[C@@H]21)C2=NC(=C(C(=N2)C(=O)N)C2=C(C(=CC=C2)Cl)Cl)C 2-((3aR,4S,6aS)-4-amino-hexahydro-cyclopenta-[c]pyrrol-2-yl)-5-(2,3-dichloro-phenyl)-6-methyl-pyrimidine-4-carboxylic acid amide